NC1=CC=C(C=C1)NC(=O)\N=C\1/SCC(N1C1=C(C=CC(=C1)C)C(C)C)=O (Z)-1-(4-aminophenyl)-3-(3-(2-isopropyl-5-methylphenyl)-4-oxothiazolidine-2-ylidene)urea